ClC1=CC=C(S1)C1=NN=C(O1)CNC(C1=C(C=C(C=C1)N1CCOCC1)OC)=O N-((5-(5-chlorothiophen-2-yl)-1,3,4-oxadiazol-2-yl)methyl)-2-methoxy-4-morpholinobenzamide